CC=1C=C(C=CC1C(=O)O)C(C)(C)C1=CC(=C(C=C1)C(=O)O)C 2,2-bis(3-methyl-4-carboxyphenyl)propane